(R)-5-((tert-butyldiphenylsilyl)oxy)pentan-2-ol [Si](C1=CC=CC=C1)(C1=CC=CC=C1)(C(C)(C)C)OCCC[C@@H](C)O